N[C@@H]1[C@@H](CC=C(C1)C(=O)OCC)C1=C(C2=NC(=CC(=C2S1)NCC=1SC=CC1)Cl)C ethyl (4R,5S)-5-amino-4-(5-chloro-3-methyl-7-((thiophen-2-ylmethyl)amino)thieno[3,2-b]pyridin-2-yl)cyclohex-1-ene-1-carboxylate